(2R,3R,4S,5R,6R)-4-(4-(4-bromo-2,3-difluorophenyl)-1H-1,2,3-triazol-1-yl)-6-((4-(1-hydroxycyclobutyl)-1H-1,2,3-triazol-1-yl)methyl)-2-(hydroxymethyl)-5-methoxytetrahydro-2H-pyran-3-ol BrC1=C(C(=C(C=C1)C=1N=NN(C1)[C@H]1[C@H]([C@H](O[C@@H]([C@@H]1OC)CN1N=NC(=C1)C1(CCC1)O)CO)O)F)F